OC1=CC=C(C=C1)/C(=C(\CC)/C1=CC=CC=C1)/C1=CC=C(OCCN2CCN(CC2)C(=O)OC2=CC=C(C=C2)[N+](=O)[O-])C=C1 4-nitrophenyl (Z)-4-(2-(4-(1-(4-hydroxyphenyl)-2-phenylbut-1-en-1-yl) phenoxy)ethyl)piperazine-1-carboxylate